2-iodo-3-[2-(dimethylamino)ethyl]-1H-indol-4-yl propionate C(CC)(=O)OC1=C2C(=C(NC2=CC=C1)I)CCN(C)C